O=C1NC(CCC1N1C(C2=CC=CC(=C2C1=O)NCC=1C=C(C=O)C=CC1)=O)=O 3-({[2-(2,6-dioxopiperidin-3-yl)-1,3-dioxo-2,3-dihydro-1H-isoindol-4-yl]amino}methyl)benzaldehyde